2-(6-(1-((1S,3R,4S,5R)-4-fluoro-1-methyl-8-azabicyclo[3.2.1]octan-3-yl)vinyl)pyridazin-3-yl)-5-(4-fluoro-1H-pyrazol-1-yl)phenol F[C@H]1[C@H](C[C@@]2(CC[C@H]1N2)C)C(=C)C2=CC=C(N=N2)C2=C(C=C(C=C2)N2N=CC(=C2)F)O